C(C)(=O)O[C@@H](COC1=C(C=C(C=C1Cl)C(C)(C)C1=CC=C(C=C1)OC[C@@H](CN1C=NC=C1)OC(C)=O)Cl)CCl (S)-1-(4-(2-(4-((R)-2-acetoxy-3-(1H-imidazol-1-yl)propoxy)phenyl)propan-2-yl)-2,6-dichlorophenoxy)-3-chloropropan-2-yl acetate